3-[(3-Methyloxyoxetan-3-yl)methoxy]-5-(5-methyl-1,3-thiazol-2-yl)benzoic acid COC1(COC1)COC=1C=C(C(=O)O)C=C(C1)C=1SC(=CN1)C